CN1C2=C(O[C@H](C1)C)N=CC(=C2)S(=O)(=O)Cl (S)-1,3-dimethyl-2,3-dihydro-1H-pyrido[2,3-b][1,4]oxazine-7-sulfonyl chloride